methyl 3,4-difluoro-2-((2-fluoro-4-iodo-5-methoxyphenyl)amino)-5-formylbenzoate FC=1C(=C(C(=O)OC)C=C(C1F)C=O)NC1=C(C=C(C(=C1)OC)I)F